2-amino-N-(2-fluorobenzyl)-3-methyl-N-((3-oxo-3,4-dihydro-2H-1,4-benzoxazin-6-yl)methyl)-6-quinolinecarboxamide NC1=NC2=CC=C(C=C2C=C1C)C(=O)N(CC=1C=CC2=C(NC(CO2)=O)C1)CC1=C(C=CC=C1)F